ClC=1C=CC(=NC1)C(=O)NC[C@@H]1CC[C@H](CC1)NC(COC1=CC(=C(C=C1)Cl)F)=O trans-5-chloro-N-((4-(2-(4-chloro-3-fluorophenoxy)acetamido)cyclohexyl)methyl)picolinamide